6-(4-Hydroxyphenyl)-2-morpholin-4-ylchromen-4-one OC1=CC=C(C=C1)C=1C=C2C(C=C(OC2=CC1)N1CCOCC1)=O